methyl 4-amino-1-(4-amino-2-methylphenyl)-2-oxo-7-(trifluoromethyl)-1,2-dihydroquinoline-3-carboxylate NC1=C(C(N(C2=CC(=CC=C12)C(F)(F)F)C1=C(C=C(C=C1)N)C)=O)C(=O)OC